ClC=1C=C2C(=CNC2=CC1)NC(=O)C1=CC(=NO1)C=1C=NC(=C(C1)F)N1CCN(CC1)CC(F)(F)F N-(5-chloro-1H-indol-3-yl)-3-(5-fluoro-6-(4-(2,2,2-trifluoroethyl)piperazin-1-yl)pyridin-3-yl)isoxazole-5-carboxamide